C(C(=C)C)(=O)[O-].C(C(=C)C)(=O)[O-].[Zn+2] zinc dimethacrylate